C(C)(C)(C)OC(=O)NCC1=CC=C(C=C1)NC(=O)C1=CC2=C(OCCC3=C2SC=C3)C=C1C=1C(=NC(=CC1)C1CCCCC1)C(=O)OC methyl 3-(9-((4-(((tert-butoxycarbonyl)amino)methyl)phenyl)carbamoyl)-4,5-dihydrobenzo[b]thieno[2,3-d]oxepin-8-yl)-6-cyclohexylpicolinate